N2-[4-(4-isopropylpiperazin-1-yl)phenyl]-N4-[2-(6-methyl-2-pyridyl)pyrimidin-4-yl]pyrimidine-2,4-diamine C(C)(C)N1CCN(CC1)C1=CC=C(C=C1)NC1=NC=CC(=N1)NC1=NC(=NC=C1)C1=NC(=CC=C1)C